C(#N)C1=CC=C(O1)CN1C2=C(C3=CC=CC(=C13)C(=O)O)CCCC(C2)CCCCCC 5-[(5-cyanofuran-2-yl)methyl]-7-hexyl-5H,6H,7H,8H,9H,10H-cyclohepta[b]indole-4-carboxylic acid